1-(3-bromophenyl)-1H-benzimidazole BrC=1C=C(C=CC1)N1C=NC2=C1C=CC=C2